(2S)-2-(4-bromo-2-fluorophenoxy)-N-{1-[(cyclopropylmethoxy)imino]ethyl}propanamide BrC1=CC(=C(O[C@H](C(=O)NC(C)=NOCC2CC2)C)C=C1)F